(2E,4E,8E)-7,13-Dihydroxy-4,8,12-trimethyl-2,4,8-tetradecatrienoic acid OC(C/C=C(/C=C/C(=O)O)\C)\C(=C\CCC(C(C)O)C)\C